1-(2-(2-(4-chlorobenzyl)-4-methylphenoxy)ethyl)-4-methylpiperazine ClC1=CC=C(CC2=C(OCCN3CCN(CC3)C)C=CC(=C2)C)C=C1